C/C(/C(/C)=N/O)=N\O (2E,3E)-butane-2,3-dione dioxime